C(C)(C)(C)[S@@](=O)N(C1(COC1)C1=C(C=C(C=C1)CC(=O)OCC)F)COCC[Si](C)(C)C |r| (±)-ethyl 2-[4-[3-[tert-butylsulfinyl(2-trimethylsilylethoxymethyl)amino]oxetan-3-yl]-3-fluoro-phenyl]acetate